N-(3-chloro-5-(methylsulfonamido)phenyl)-4-(2-oxooxazolidin-3-yl)thiophene-2-carboxamide ClC=1C=C(C=C(C1)NS(=O)(=O)C)NC(=O)C=1SC=C(C1)N1C(OCC1)=O